1-[[7-(4-cyanophenyl)benzo[d]isothiazol-6-yl]thio]cyclopentan-1-carboxylic acid C(#N)C1=CC=C(C=C1)C1=C(C=CC=2C=NSC21)SC2(CCCC2)C(=O)O